ClC1=C(C=CC2=C1C(=N[C@H](C=1N2C=C(C(N1)=O)CCOCC)C)C1=C(C=CC=C1F)F)Cl (5S)-8,9-dichloro-7-(2,6-difluorophenyl)2-(2-ethoxyethyl)-5-methyl-5H-pyrimido[1,2-a][1,4]benzodiazepine-3-One